C[C@@H]1CNCC[C@H]1O |r| (+/-)-Trans-3-methylpiperidin-4-ol